(2-(pyridin-3-yl)ethyl)furan-2-carbaldehyde Oxime N1=CC(=CC=C1)CCC1=C(OC=C1)C=NO